COC1=C(C=C2C=NNC2=C1)C(=O)NC=1C=NN2C1N=CC=C2 6-methoxy-N-(pyrazolo[1,5-a]pyrimidin-3-yl)-1H-indazole-5-carboxamide